COC=1N=NC2=CC(=CC=C2C1)C1=C(C=CC(=N1)C#N)C=1C=NN(C1)CC1(CC1)C(F)(F)F 6-(3-methoxycinnolin-7-yl)-5-(1-{[1-(trifluoromethyl)cyclopropyl]methyl}-1H-pyrazol-4-yl)pyridine-2-carbonitrile